C1(CC1)C=1N=NN(C1)[C@H](C(=O)N1[C@@H](C[C@H](C1)O)C(=O)NCC(=O)NC1=CC(=CC=C1)S(NC)(=O)=O)C(C)(C)C (2S,4R)-1-[(2S)-2-(4-cyclopropyltriazol-1-yl)-3,3-dimethyl-butanoyl]-4-hydroxy-N-[2-[3-(methylsulfamoyl)anilino]-2-oxo-ethyl]pyrrolidine-2-carboxamide